ClC1=NC(=NC(=C1)Cl)C(=O)NC 4,6-dichloro-N-methylpyrimidine-2-carboxamide